5,5'-dibromo-2,2'-bipyridyl palladium chloride [Pd](Cl)Cl.BrC=1C=CC(=NC1)C1=NC=C(C=C1)Br